BrC1=C(C=CC=C1)C=1C(NC=C(C1)NC1=CC=CC=C1)=O 3-(2-bromophenyl)-5-(phenylamino)pyridin-2(1H)-one